NC=1NC2=CC=C(C=C2C1C(=O)OCC)N1CCN(CC1)C(=O)OC(C)(C)C ethyl 2-amino-5-(4-(tert-butoxycarbonyl) piperazin-1-yl)-1H-indole-3-carboxylate